6-(2,4-difluorophenoxy)-3,4-dihydronaphthalene-1-carboxamide FC1=C(OC=2C=C3CCC=C(C3=CC2)C(=O)N)C=CC(=C1)F